C(C)(C)(C)OC(=O)N(CCC1=CC=C(C=C1)B(O)O)C (4-(2-((tert-butoxycarbonyl)(methyl)amino)ethyl)phenyl)boronic acid